methyl 4-(4-methoxy-2-methylthieno[3,2-e]benzofuran-7-yl)-2-methyl-4-oxobutanoate COC1=CC2=C(C=3C=C(OC31)C)C=C(S2)C(CC(C(=O)OC)C)=O